F[C@H]1[C@]2(C[C@@H](C[C@@](C[C@@H]1C(=C)C=1N=CC(=NC1)C1=C(C=C(C=C1)N1C=NC=C1)O)(N2)C)C)C 2-(5-(1-((1R,2R,3R,5S,7R)-2-fluoro-1,5,7-trimethyl-9-azabicyclo[3.3.1]nonan-3-yl)vinyl)pyrazin-2-yl)-5-(1H-imidazol-1-yl)phenol